NC1CC(C1)OC1=CC=C(C=C1)C(C)(C)C1=CC=C(OCC2=NC(=NC=C2)N2CC(C2)(C)NC(OC(C)(C)C)=O)C=C1 tert-butyl (1-(4-((4-(2-(4-((1s,3s)-3-aminocyclobutyloxy)phenyl)propan-2-yl)phenoxy)methyl)pyrimidin-2-yl)-3-methylazetidin-3-yl)carbamate